CC1=NC(=CC(=N1)N1CCC2(C[C@H](NC2)C(=O)O)CC1)O[C@@H](C(F)(F)F)C1=C(C=C(C=C1)C1=CC(=NC=C1)OC)N1N=C(C=C1)C (S)-8-(2-methyl-6-((R)-2,2,2-trifluoro-1-(4-(2-methoxypyridin-4-yl)-2-(3-methyl-1H-pyrazol-1-yl)phenyl)ethoxy)pyrimidin-4-yl)-2,8-diazaspiro[4.5]decane-3-carboxylic acid